N[C@H](CC(C(=O)O)(C)C)CC1=CC=C(C=C1)NC(CNC(CNC(=O)OCC1C2=CC=CC=C2C=2C=CC=CC12)=O)=O (4S)-4-Amino-5-{4-[2-(2-{[(9H-fluoren-9-ylmethoxy)carbonyl]amino}acetamido)acetamido]phenyl}-2,2-dimethylpentanoic acid